(2S)-2-Cyclohexyl-2-[(5-methyl-1,3-benzoxazol-2-yl)-amino]-N-(2-oxospiro[1H-indole-3,4'-oxane]-6-yl)-acetamide C1(CCCCC1)[C@@H](C(=O)NC1=CC=C2C(=C1)NC(C21CCOCC1)=O)NC=1OC2=C(N1)C=C(C=C2)C